ethyl 3-((8-bromo-6-cyclopropylimidazo[1,2-a]-pyridin-2-yl)methyl)-1H-pyrazole-5-carboxylate BrC=1C=2N(C=C(C1)C1CC1)C=C(N2)CC2=NNC(=C2)C(=O)OCC